((6-(4-(7-bromoquinoxalin-2-yl)-1H-pyrazol-1-yl)hexyl)amino)-2-(2,6-dioxopiperidin-3-yl)isoindoline-1,3-dione BrC1=CC=C2N=CC(=NC2=C1)C=1C=NN(C1)CCCCCCNC1=C2C(N(C(C2=CC=C1)=O)C1C(NC(CC1)=O)=O)=O